NC[C@]1([C@H](C1)CO)C1=CC=C(C=C1)Br ((1S,2R)-2-(aminomethyl)-2-(4-bromophenyl)cyclopropyl)methanol